OCC(CC)(CO)CO 1,1,1-tris-(hydroxymethyl)-propane